ClC=1C(=CC(=C(C1)N(C(OC(C)(C)C)=O)C([2H])([2H])[2H])F)F.OCCCNCCNCCCO N,N'-bis-(3-hydroxypropyl) ethylenediamine tert-butyl (5-chloro-2,4-difluorophenyl)(methyl-d3)carbamate